C(C)(C)C1=CC=C(C=C1)NC(C1=CN=CC=C1)=O N-(4-isopropylphenyl)nicotinamide